ClC=1C=C(C(=O)NC(C)C2=NC=CN=C2C=2N=NC(=CC2)OCC2CC2)C=C(C1)C(F)(F)F 3-chloro-N-[1-[3-[6-(cyclopropylmethoxy)pyridazin-3-yl]pyrazin-2-yl]ethyl]-5-(trifluoromethyl)benzamide